Methyl 4-amino-1-((S)-2-chloro-4-methoxy-6-methylphenyl)-6-oxo-1,6-dihydropyrimidine-5-carboxylate NC=1N=CN(C(C1C(=O)OC)=O)C1=C(C=C(C=C1C)OC)Cl